N-(2-dimethylaminoethyl)-2-methyl-2-(methylamino)propionamide dihydrochloride Cl.Cl.CN(CCNC(C(C)(NC)C)=O)C